ClC=1C=C(C=CC1)C(NC(=O)C=1OC=C(N1)C1=NC(=NC=C1C)NC1=CC=NN1C)[C@H]1NCCC1 N-((3-chlorophenyl)((S)-pyrrolidin-2-yl)methyl)-4-(5-methyl-2-((1-methyl-1H-pyrazol-5-yl)amino)pyrimidin-4-yl)oxazole-2-carboxamide